NC=1C=C(C=CC1)C=1C=C(SC1)C#N 4-(3-aminophenyl)thiophene-2-carbonitrile